COC1=CC=CC(=N1)C=1CCNCC1 6-Methoxy-1',2',3',6'-tetrahydro-2,4'-bipyridine